[3-(5-Cyano-4-methylamino-6-thiophen-2-yl-pyrimidin-2-ylsulfanylmethyl)-phenyl]-acetic acid C(#N)C=1C(=NC(=NC1C=1SC=CC1)SCC=1C=C(C=CC1)CC(=O)O)NC